C1(CC1)C=1C=C(C(=O)N=C2NCCCN2)C=CC1 3-cyclopropyl-N-(1,3-diazinan-2-ylidene)benzamide